[5-(4-hexyloxy-1,2,5-thiadiazol-3-yl)-1-methyl-3,6-dihydro-2H-pyridin-1-ium-1-yl]methyl undecyl carbonate chloride [Cl-].C(OC[N+]1(CCC=C(C1)C1=NSN=C1OCCCCCC)C)(OCCCCCCCCCCC)=O